C(C=C)N1C(N(C2=NC(=NC(=C12)OCC1=CC=CC=C1)N)CC1=CC=C(C=C1)OC)=O 7-allyl-2-amino-6-(benzyloxy)-9-(4-methoxybenzyl)-7,9-dihydro-8H-purin-8-one